OB1OCC2(C1)CCN(CC2)C(=O)OC(C)(C)C tert-butyl 3-hydroxy-2-oxa-8-aza-3-boraspiro[4.5]decane-8-carboxylate